N,N-dimethyl-propanediamine CN(C(CC)N)C